(5-(3,6-diazabicyclo[3.1.1]heptan-3-yl)pyrazin-2-yl)-6-bromopyrazolo[1,5-a]pyridine-3-carbonitrile C12CN(CC(N1)C2)C=2N=CC(=NC2)C2=NN1C(C=CC(=C1)Br)=C2C#N